2,3,5,6-tetrachloroterephthaloyl chloride ClC1=C(C(=O)Cl)C(=C(C(=C1Cl)C(=O)Cl)Cl)Cl